isocyanatobenzene N(=C=O)C1=CC=CC=C1